The molecule is an L-tyrosine derivative that is L-DOPA in which the hydrogens at positions 2 and 5 on the phenyl ring are replaced by cysteinyl groups. Found in the urine of patients with melanoma. It has a role as a human urinary metabolite. It is a S-conjugate, a S-organyl-L-cysteine, a L-tyrosine derivative, a tricarboxylic acid, a triamine, an aryl sulfide and a member of catechols. It derives from a L-dopa. C1=C(C(=C(C(=C1SC[C@@H](C(=O)O)N)O)O)SC[C@@H](C(=O)O)N)C[C@@H](C(=O)O)N